COC1=C2C=CC(OC2=CC=C1NC(=O)NC1=CC2=C(NC(=N2)C2=CC=C(C=C2)C)C=C1)(C)C 1-(5-methoxy-2,2-dimethyl-2H-chromen-6-yl)-3-(2-(p-tolyl)-1H-benzo[d]imidazol-5-yl)urea